C(CCCCC)C=1C2CCC(C1CCCCCC)N2 2,3-dihexyl-7-azabicyclo[2.2.1]hept-2-ene